bis-(4-dimethylaminophenyl) diselenide CN(C1=CC=C(C=C1)[Se][Se]C1=CC=C(C=C1)N(C)C)C